[(2R)-3-(3-ethyl-4-oxo-spiro[6,8-dihydro-5H-pyrazolo[4,3-c]azepine-7,4'-tetrahydropyran]-1-yl)-2-methyl-propyl] tetrahydrofuran-3-carboxylate O1CC(CC1)C(=O)OC[C@@H](CN1N=C(C=2C(NCC3(CCOCC3)CC21)=O)CC)C